ClC1=CC=C(C[N+]#[C-])C=C1 4-CHLOROBENZYLISOCYANIDE